4-((2,2-dimethoxyethyl)(3-fluoro-4-methoxybenzyl)amino)benzonitrile COC(CN(C1=CC=C(C#N)C=C1)CC1=CC(=C(C=C1)OC)F)OC